4-{5-fluoro-6-[(1-{[4-(propan-2-yl)phenyl]carbamoyl}-DL-prolyl)amino]pyridin-3-yl}benzoic acid FC=1C=C(C=NC1NC([C@H]1N(CCC1)C(NC1=CC=C(C=C1)C(C)C)=O)=O)C1=CC=C(C(=O)O)C=C1 |r|